O1N=C(C2=C1C=CC=C2)C2=C(C(=CC=C2)F)[C@H](CC2=NC(=CC=C2)Br)N[S@@](=O)C(C)(C)C (S)-N-{(S)-1-[2-(Benzo[d]isoxazol-3-yl)-6-fluorophenyl]-2-(6-bromopyridin-2-yl)ethyl}-2-methylpropane-2-sulfinamide